C(C)(=O)N1C(/C(/C2=CC=C(C=C12)C(=O)OC)=C(\C1=CC=CC=C1)/OCC)=O (E)-Methyl 1-acetyl-3-(ethoxy(phenyl)methylene)-2-oxoindoline-6-carboxylate